C(C1=CC=CC=C1)OC1=NC(=CC=C1C1=CC(=C(N)C=C1F)F)OCC1=CC=CC=C1 4-(2,6-dibenzyloxy-3-pyridinyl)-2,5-difluoro-aniline